CN(CCOC1=CC=C(C=C1)N1C(C(=CC2=C1N=C(N=C2)S(=O)(=O)C)N2CCN(C1=C(C=CC=C21)C)C(=O)OCC2=CC=CC=C2)=O)C benzyl 4-[8-[4-[2-(dimethylamino)ethoxy]phenyl]-2-methylsulfonyl-7-oxo-pyrido[2,3-d]pyrimidin-6-yl]-8-methyl-2,3-dihydroquinoxaline-1-carboxylate